ClC1C(=O)OCCC1 chloro-δ-valerolactone